azo-nitrogen N(=N[N])[N]